(S)-6-(1-amino-1,3-dihydrospiro[indene-2,4'-piperidine]-1'-yl)-3-(1-(3-(difluoromethoxy)phenyl)vinyl)-1,5-dihydro-4H-pyrazole N[C@@H]1C2=CC=CC=C2CC12CCN(CC2)C2=CC=C(C=C2C(=C)C2=NNCC2)OC(F)F